N-(1-(2,4-bis(trifluoromethyl)phenyl)-1H-pyrazol-4-yl)-5-(furan-2-yl)isoxazole-3-carboxamide FC(C1=C(C=CC(=C1)C(F)(F)F)N1N=CC(=C1)NC(=O)C1=NOC(=C1)C=1OC=CC1)(F)F